2-((2-methylene-4-oxo-4-((3-(4-(trifluoromethyl)phenyl)oxetan-3-yl)oxy)butanoyl)oxy)acetic acid C=C(C(=O)OCC(=O)O)CC(OC1(COC1)C1=CC=C(C=C1)C(F)(F)F)=O